Cl.NS(=O)(=O)NC1CCN(CC1)C1=C(C=C(C=C1)F)NC(=O)C=1N=C(C=2N(C1)C=CN2)C2=C(C=CC=C2Cl)Cl N-(2-{4-[(aminosulfonyl)amino]hexahydropyridin-1-yl}-5-fluorophenyl)-8-(2,6-dichlorophenyl)imidazo[3,2-a]pyrazine-6-carboxamide hydrochloride